methyl 3-chloro-2,4-difluoro-6-((4-fluoro-2-methylphenyl)-amino)benzoate ClC=1C(=C(C(=O)OC)C(=CC1F)NC1=C(C=C(C=C1)F)C)F